r-valeric acid C(CCCC)(=O)O